di-tert-butyl-(R)-10-methyl-3-(5-methyl-2-vinylpyridin-4-yl)-8-oxo-10,11-dihydro-8H-[1,4]diazepino[5',6':4,5]thieno[3,2-f]quinoline C(C)(C)(C)C1(C(NC([C@H]2C(C=3C=4C=CC(=NC4C=CC3S2)C2=CC(=NC=C2C)C=C)=N1)=O)C)C(C)(C)C